(R)-N-(3,3-difluoro-1-methylpiperidin-4-yl)-5-(1-(2,2-difluoroethyl)-4-fluoro-1H-benzo[d]imidazol-6-yl)-4-methoxypyrrolo[2,1-f][1,2,4]triazin-2-amine FC1(CN(CC[C@H]1NC1=NN2C(C(=N1)OC)=C(C=C2)C=2C=C(C1=C(N(C=N1)CC(F)F)C2)F)C)F